(11R)-7-Bromo-6-(2,6-dimethylphenyl)-11-(2-methylpropyl)-9-oxa-2λ6-thia-3,5,12,19-tetraazatricyclo[12.3.1.14,8]nonadeca-1(18),4,6,8(19),14,16-hexaene-2,2,13-trione BrC1=C(N=C2NS(C=3C=CC=C(C(N[C@@H](COC1=N2)CC(C)C)=O)C3)(=O)=O)C3=C(C=CC=C3C)C